(cyanomethyl)nitrous amide C(#N)CNN=O